NC=1C2=C(N=CN1)C(=CC(=N2)N(C)C)C=2C(=C(C=CC2C)O)C (S)-3-(4-Amino-6-(dimethylamino)pyrido[3,2-d]pyrimidin-8-yl)-2,4-dimethylphenol